N[C@H]1[C@@H](CCC1)O (1R,2R-trans)-2-aminocyclopentan-1-ol